1,3-dimethyloctanediamine CC(CC(CCCCC)C)(N)N